C1CCC2=CC(=CC=C12)[C@H](C)NC1=CC(N(C(N1)=O)C(C)C)=O (S)-6-((1-(2,3-Dihydro-1H-inden-5-yl)ethyl)amino)-3-isopropylpyrimidine-2,4(1H,3H)-dione